C(C)(C)(C)OC(=O)N1C(CCCCC1)=O oxo-azepane-1-carboxylic acid tert-butyl ester